CNC(=O)NC=1SC2=C(N1)C[C@H]1CC[C@@H]2N1 |o1:11,14| N-methyl-N'-[(5R*,8S*)-5,6,7,8-tetrahydro-4H-5,8-epiminocyclohepta[d][1,3]thiazol-2-yl]urea